butanolactam chloride [Cl-].C1(CCCN1)=O